3-cyclohexene C1CC=CCC1